COC(=O)C1=NC=NC(=C1F)O 5-Fluoro-6-hydroxypyrimidine-4-carboxylic acid methyl ester